C(#N)C=1C=C(C=C2C(N(C=3N(C12)[C@@H](CN3)C)CC=3C=NN(C3)C)=O)S(=O)(=O)NC3(CC3)C (1R)-9-cyano-1-methyl-N-(1-methylcyclopropyl)-4-[(1-methylpyrazol-4-yl)methyl]-5-oxo-1H,2H-imidazo[1,2-a]quinazoline-7-sulfonamide